CN(C1(CCC2(CN(C(N2)=O)C=2C=NC=CC2CC(=O)N)CC1)C1=CC=CC=C1)C cis-2-[3-(8-dimethylamino-2-oxo-8-phenyl-1,3-diazaspiro[4.5]decan-3-yl)-pyridin-4-yl]-acetamide